C(CCCCCCCCCCC(=O)O)(=O)O.C(CCCCCCCCCCC)O dodecanol dodecanedioate